NC1=NC2=C(N1C/C=C/CN1C(=NC=3C1=NC=C(C3)C(=O)N)NC(=O)C3=CC(=NN3CC)C)C(=CC(=C2)C(N)=O)OC (E)-3-(4-(2-amino-5-carbamoyl-7-methoxy-1H-benzo[d]imidazol-1-yl)but-2-en-1-yl)-2-(1-ethyl-3-methyl-1H-pyrazole-5-carboxamido)-3H-imidazo[4,5-b]pyridine-6-carboxamide